CC1=NC=C(C(=C1)C1=CC=2N(C=C1)N=C(C2)NC2=NC=CC=N2)OC2C[C@@H]1COC[C@H](C2)N1 5-[2-methyl-5-[[(1S,5R,7s)-3-oxa-9-azabicyclo[3.3.1]nonan-7-yl]oxy]-4-pyridyl]-N-pyrimidin-2-yl-pyrazolo[1,5-a]pyridin-2-amine